4-propyl-2,5-dimethyl-1-vinylimidazole C(CC)C=1N=C(N(C1C)C=C)C